1-(6-iodo-4-(4-(trifluoromethoxy)phenyl)benzo[d]oxazol-7-yl)ethane-1,2-diol IC1=C(C2=C(N=CO2)C(=C1)C1=CC=C(C=C1)OC(F)(F)F)C(CO)O